NC1=NC(=C(C(=N1)Cl)C(\C=C\CN(C)C)=O)NCC1=NC=CC=C1 (E)-1-(2-amino-4-chloro-6-((pyridin-2-ylmethyl)amino)pyrimidin-5-yl)-4-(dimethylamino)-2-buten-1-one